C1(=CC=CC=C1)S(=O)(=O)ON1C(CCC1=O)=O N-(phenylsulfonyloxy)succinimide